1-(3-(5-(((2R)-4-(2-(2,6-dioxopiperidin-3-yl)-4-methyl-1-oxo-1,2-dihydrophthalazine-6-yl)morpholin-2-yl)methoxy)pyrimidin-2-yl)benzyl)-6-oxo-1,6-dihydropyridazine O=C1NC(CCC1N1C(C2=CC=C(C=C2C(=N1)C)N1C[C@@H](OCC1)COC=1C=NC(=NC1)C=1C=C(CN2N=CC=CC2=O)C=CC1)=O)=O